N-(5-amino-4-fluoro-2-methoxyphenyl)-N-(benzenesulfonyl)carbamic acid tert-butyl ester C(C)(C)(C)OC(N(S(=O)(=O)C1=CC=CC=C1)C1=C(C=C(C(=C1)N)F)OC)=O